2-(2,2-difluoroethyl)-8-(difluoromethoxy)-6-(7-fluoroimidazo[1,2-a]pyridin-3-yl)-3,4-dihydroisoquinolin-1-one FC(CN1C(C2=C(C=C(C=C2CC1)C1=CN=C2N1C=CC(=C2)F)OC(F)F)=O)F